[Si](C)(C)(C(C)(C)C)OC[C@@H]1[C@H](C[C@@H](O1)N1CNCC(=C1)C)OC(C1=CC=CC=C1)(C1=CC=CC=C1)C1=CC=C(C=C1)OC 1-[(2R,4S,5R)-5-{[(tert-butyldimethylsilyl)oxy]methyl}-4-[(4-methoxyphenyl)diphenylmethoxy]oxolan-2-yl]-5-methyl-3H-pyrimidine